COC(C1=CC=C(C=C1)S(=O)(=N)C=1N(C=NC1)COCC[Si](C)(C)C)=O.NCC(C(=O)NC1=CC=2C(=CN=CC2)S1)C1=CC=C(C=C1)OC(CO)CO 3-amino-2-(4-((1,3-dihydroxypropan-2-yl)oxy)phenyl)-N-(thieno[2,3-c]pyridin-2-yl)propanamide methyl-4-[[3-(2-trimethylsilylethoxymethyl)imidazol-4-yl]sulfonimidoyl]benzoate